[Si](C)(C)(C(C)(C)C)OCCN1C=NC(=C1)NC1=NC(=CC(=C1)C(F)(F)F)C N-(1-(2-((tert-butyldimethylsilyl)oxy)ethyl)-1H-imidazol-4-yl)-6-methyl-4-(trifluoromethyl)pyridin-2-amine